2-methyltosylate CC1=C(S(=O)(=O)[O-])C=CC(=C1)C